NC1=NC=C(C=C1OC=1C=C(C=CC1)NC(=O)NC1=CC2=C(SCC2)C=C1)Cl 1-(3-((2-amino-5-chloropyridin-3-yl)oxy)phenyl)-3-(2,3-dihydro-benzo[b]thiophen-5-yl)urea